1-(3-(pentafluorosulfanyl)phenyl)ethan-1-one FS(C=1C=C(C=CC1)C(C)=O)(F)(F)(F)F